C(C1=CC=CC=C1)NC1=C(C2=C(C(C=3C(=CC4=C(OCO4)C3)OC2)=O)C=C1)F 8-(benzylamino)-7-fluoro[2]benzoxepino[3,4-f]-1,3-benzodioxol-11(6H)-one